3,3'-octamethylenebis(1H-1,2,4-triazole) N1N=C(N=C1)CCCCCCCCC1=NNC=N1